(chloromethyl)-2-ethoxy-N,N-diethylaniline ClCC=1C(=C(N(CC)CC)C=CC1)OCC